1,3,3,4,4,5,5-heptafluoro-2-(perfluorohex-2-yl)cyclopent-1-ene FC1=C(C(C(C1(F)F)(F)F)(F)F)C(C(F)(F)F)(C(C(C(C(F)(F)F)(F)F)(F)F)(F)F)F